N-[2-(tert-Butoxycarbonylamino)-1,1-dimethylethyl]-N-benzoylmethylcarbamic acid benzyl ester C(C1=CC=CC=C1)OC(N(CC(C1=CC=CC=C1)=O)C(CNC(=O)OC(C)(C)C)(C)C)=O